ClC=1C(=NC(=NC1)NC=1C=CC(=C2CCOC21)C(=O)NOC)NC2=C(C=CC=C2)I 7-((5-chloro-4-((2-iodophenyl)amino)pyrimidin-2-yl)amino)-N-methoxy-2,3-dihydrobenzofuran-4-carboxamide